C(C)(C)(C)[S@@](=O)N=C(C)C=1C=C(C=C(C1)F)NC(C)=O (R)-N-(3-(1-((tert-butylsulfinyl)imino)ethyl)-5-fluorophenyl)acetamide